FC1=C(C=CC=C1F)C=1C=NN2C1C=CC=C2I 3-(2,3-difluorophenyl)-7-iodopyrazolo[1,5-a]Pyridine